ClC=1C=NC=C(C1[C@@H](C)OC=1C=C2C(=NNC2=CC1)C=1C=NC(=NC1)N1CCN(CC1)C(=O)N(C)C)Cl 4-[5-[5-[(1R)-1-(3,5-dichloro-4-pyridinyl)ethoxy]-1H-indazol-3-yl]Pyrimidin-2-yl]-N,N-dimethyl-piperazine-1-carboxamide